[N+](=O)([O-])C1=C(C=CC=C1)N=NC1=C(C(=CC(=C1)C)C(C)(C)C)O 2-nitro-2'-hydroxy-3'-tert-butyl-5'-methylazobenzene